Bis(2-ethyl-hexyl)terephthalat C(C)C(COC(C1=CC=C(C(=O)OCC(CCCC)CC)C=C1)=O)CCCC